(S)-2-(4-(6-(2,4-difluorobenzyloxy)-5-fluoropyridin-2-yl)-3-fluorobenzyl)-3-(oxetan-2-ylmethyl)-3H-imidazo[4,5-b]pyridine-5-carboxylic acid FC1=C(COC2=C(C=CC(=N2)C2=C(C=C(CC3=NC=4C(=NC(=CC4)C(=O)O)N3C[C@H]3OCC3)C=C2)F)F)C=CC(=C1)F